FC=1C=C2C(N(C(C2=CC1)=O)C1C(NCCCC1)=O)=O 5-fluoro-2-(2-oxoazepan-3-yl)isoindoline-1,3-dione